perfluorohexyl-propanol FC(C(C(F)(F)F)(F)F)(O)C(C(C(C(C(C(F)(F)F)(F)F)(F)F)(F)F)(F)F)(F)F